ClC1=NC2=C(C(=CC=C2C(=N1)Cl)OC)OC 2,4-dichloro-7,8-dimethoxyquinazoline